C1([C@@H](O)[C@@H](O)[C@H](O)[C@H](O1)CO)C([C@H](O)[C@H](O)CO)O Mannosyl-erythritol